CC1=C(C(NC(=C1)C)=O)CNC(=O)C=1C2=C(N=C(C1)C1=CC=C(C=C1)CO)N(N=C2)C(C)C N-((4,6-dimethyl-2-oxo-1,2-dihydropyridin-3-yl)methyl)-6-(4-(hydroxyl-methyl)phenyl)-1-isopropyl-1H-pyrazolo[3,4-b]pyridine-4-carboxamide